CC(CNCCN)C[Si](C)(C)OC n-(2-aminoethyl)-3-aminoisobutyldimethylmethoxysilane